ClC=1N=C(C2=C(N1)N(C=C2)C(C)C)NC2=CC(=CC=C2)Cl chloro-N-(3-chlorophenyl)-7-isopropyl-7H-pyrrolo[2,3-d]pyrimidin-4-amine